C(C1=CC=CC=C1)(=O)OC1=CC(=C(C=C1)SCC1=CC=CC=C1)[N+](=O)[O-] 4-(benzylthio)-3-nitrophenyl benzoate